2-(6-(2-(3-bromo-2-fluorobenzyl)-2H-tetrazol-5-yl)pyridin-2-yl)-2-hydroxypropane-1-sulfonamide BrC=1C(=C(CN2N=C(N=N2)C2=CC=CC(=N2)C(CS(=O)(=O)N)(C)O)C=CC1)F